(R)-3-((pyrazin-2-ylmethyl)carbamoyl)piperidine-1-carboxylic acid benzyl ester C(C1=CC=CC=C1)OC(=O)N1C[C@@H](CCC1)C(NCC1=NC=CN=C1)=O